OC1CC2CC[C@H]3[C@@H]4CC[C@H]([C@@H](CCC(C(C)C)N)C)[C@]4(C(C[C@@H]3[C@]2(CC1)C)O)C 3,12-dihydroxycholestan-24-amine